BrC=1C=NN(C1COC)COCC[Si](C)(C)C 4-bromo-5-(methoxymethyl)-1-{[2-(trimethylsilyl)ethoxy]methyl}pyrazole